OC1=C(C=C(C=C1)C(C)(C)C)N1N=C2C(=N1)C=CC=C2 2-(2-hydroxy-5-tert-butylphenyl)-2H-Benzotriazol